FC(C(=O)N1CC(C1)N1N=C(C=2C1=NC=CC2)/C=C/C2=CC=C(C#N)C=C2)=C (E)-4-(2-(1-(1-(2-fluoroacryloyl)azetidin-3-yl)-1H-pyrazolo[3,4-b]pyridin-3-yl)vinyl)benzonitrile